COC1=C(C=CC(=C1)C(=O)OC(C)(C)C)C1=CC=C(C=C1)NC([C@@H]1N(CCC1)C(NC1=CC=C(C=C1)C(C)C)=O)=O tert-butyl 2-methoxy-4'-[(1-{[4-(propan-2-yl)phenyl]carbamoyl}-D-prolyl)amino][1,1'-biphenyl]-4-carboxylate